ClC1=C(C2=C(NC(O[C@@]23CN(CCC3)C(=O)C3=CN=C(N3COCC[Si](C)(C)C)C(CC)(O)C3=CC=C(C=C3)F)=O)C=C1)F (3'R)-6-Chloro-5-fluoro-1'-(2-(1-(4-fluorophenyl)-1-hydroxypropyl)-1-((2-(trimethylsilyl)ethoxy)methyl)-1H-imidazole-5-carbonyl)spiro[benzo[d][1,3]oxazine-4,3'-piperidin]-2(1H)-one